8-(4-(2-morpholinylethoxy)pyridin-2-yl)-N-(4-(piperazin-1-yl)phenyl)quinazolin-2-amine N1(CCOCC1)CCOC1=CC(=NC=C1)C=1C=CC=C2C=NC(=NC12)NC1=CC=C(C=C1)N1CCNCC1